(1-methylpyrazol-4-yl)oxysodium CN1N=CC(=C1)O[Na]